FC=1C(=C(OC2=CC=3N(C=C2)N=CN3)C(=CC1)[N+](=O)[O-])C(F)(F)F 7-(3-fluoro-6-nitro-2-(trifluoromethyl)phenoxy)-[1,2,4]triazolo[1,5-a]pyridine